titanium (IV) bis(N,N-diethyl-3-oxo-butanamide) titanium (IV) [Ti+4].C(C)N(C(CC(C)=O)=O)CC.C(C)N(C(CC(C)=O)=O)CC.[Ti+4]